2-(3'-tert-butyl-2'-hydroxy-5'-(2-octyloxycarbonylethyl)phenyl)benzotriazole C(C)(C)(C)C=1C(=C(C=C(C1)CCC(=O)OCCCCCCCC)N1N=C2C(=N1)C=CC=C2)O